ethyl 4-chloro-7-methoxy-1,8-naphthyridine-3-carboxylate ClC1=C(C=NC2=NC(=CC=C12)OC)C(=O)OCC